(((1-(5-(4-((7-ethyl-6-oxo-5,6-dihydro-1,5-naphthyridin-3-yl)methyl)piperazin-1-yl)picolinoyl)azetidin-3-yl)methyl)amino)isoindoline-1,3-dione C(C)C=1C(NC=2C=C(C=NC2C1)CN1CCN(CC1)C=1C=CC(=NC1)C(=O)N1CC(C1)CNN1C(C2=CC=CC=C2C1=O)=O)=O